FC=1C(=CC2=C(NC(N2)=O)C1)C#N 6-fluoro-2-oxo-2,3-dihydro-1H-benzimidazole-5-carbonitrile